O1CCCC=C1 1,2,3,4-tetrahydropyran